γ-aminopropylsilicate NCCCO[Si]([O-])([O-])[O-]